(3R)-3-(4-chlorophenyl)-2-[(5-chloropyridin-2-yl)methyl]-3-[3-(hydroxymethyl)cyclobutyloxy]-6-(2-hydroxypropan-2-yl)-2,3-dihydro-1H-isoindol-1-one ClC1=CC=C(C=C1)[C@@]1(N(C(C2=CC(=CC=C12)C(C)(C)O)=O)CC1=NC=C(C=C1)Cl)OC1CC(C1)CO